CNN1B(N(BNB1)NC)NC tris(methylamino)borazine